vinyl 3,4-epoxyheptyl ether C(CC1C(CCC)O1)OC=C